C(C(C)(C)C)(=O)[O-].C(C1=CC=CC=C1)[N+](C)(C)C benzyl-trimethyl-ammonium pivalate